5-cyano-3-(imidazol-1-yl)-N-{6-methoxyspiro[3.3]heptan-2-yl}isoquinoline-1-carboxamide C(#N)C1=C2C=C(N=C(C2=CC=C1)C(=O)NC1CC2(C1)CC(C2)OC)N2C=NC=C2